(4-fluoro-3-((2-methoxyethoxy)methyl)phenyl)methylamine FC1=C(C=C(C=C1)CN)COCCOC